di(4-chlorophenyl) phenylphosphonate C1(=CC=CC=C1)P(OC1=CC=C(C=C1)Cl)(OC1=CC=C(C=C1)Cl)=O